ClC=1C(=NC(=NC1)C=1C2=C(N(N=C2C=C(C1)N)C)N1CCC(CC1)N1CCN(CC1)C)C=1C=NN(C1)S(=O)(=O)C (5-chloro-4-(1-(methylsulfonyl)-1H-pyrazol-4-yl)pyrimidin-2-yl)-2-methyl-3-(4-(4-methylpiperazin-1-yl)piperidin-1-yl)-2H-indazol-6-amine